4-chloro-2-(4-fluoro-2-methylphenoxy)-N-(6-oxo-1,6-dihydropyridazin-4-yl)benzamide ClC1=CC(=C(C(=O)NC=2C=NNC(C2)=O)C=C1)OC1=C(C=C(C=C1)F)C